1,3-dihydro-6,8-dimethoxy-4-methyl-N-[3-(trifluoromethyl)phenyl]-2H-pyrrolo[3,4-c]quinoline-2-carboxamide COC1=CC(=CC=2C3=C(C(=NC12)C)CN(C3)C(=O)NC3=CC(=CC=C3)C(F)(F)F)OC